2-{2-[Methyl-(2,2,6,6-tetramethylpiperidin-4-yl)amino][1,3]thiazolo[5,4-d]pyrimidin-5-yl}-5-(1H-pyrazol-4-yl)phenol-Hydrochlorid Cl.CN(C=1SC=2N=C(N=CC2N1)C1=C(C=C(C=C1)C=1C=NNC1)O)C1CC(NC(C1)(C)C)(C)C